FC1=C(C=C2C=CC(N(C2=C1)C)=O)C1=CN=C(O1)[C@H](CCCCCC(CC)=O)NC(=O)C1=NOC2(C1)CCN(CC2)C (S)-N-(1-(5-(7-fluoro-1-methyl-2-oxo-1,2-dihydroquinolin-6-yl)oxazol-2-yl)-7-oxononyl)-8-methyl-1-oxa-2,8-diazaspiro[4.5]dec-2-ene-3-carboxamide